C(#N)C=1C=C(C=CC1)C=1N=C2N(N=C(C=C2)C(=O)N[C@H](C(C)(C)O)C)C1C1=CC(=NC(=C1)C)C 2-(3-cyanophenyl)-3-(2,6-dimethyl-4-pyridinyl)-N-[(1S)-2-hydroxy-1,2-dimethyl-propyl]imidazo[1,2-b]pyridazine-6-carboxamide